1-octadecaneal C(CCCCCCCCCCCCCCCCC)=O